N(=[N+]=[N-])CCOCCOCCN(C(CCCCCN1C(C(=CC1=O)C)=O)=O)CCC[Si](CC(=C)C)(CC(=C)C)C N-(2-(2-(2-azidoethoxy)ethoxy)ethyl)-6-(3-methyl-2,5-dioxo-2,5-dihydro-1H-pyrrol-1-yl)-N-(3-(Methylbis(2-methylallyl)silyl)propyl)hexanamide